COC1=C(C=C2C(=NC=NC2=C1)C=1C(=NN(C1)C)C1=CC=CC=C1)B1OC(C(O1)(C)C)(C)C 7-methoxy-4-(1-methyl-3-phenyl-1H-pyrazol-4-yl)-6-(4,4,5,5-tetramethyl-1,3,2-dioxaborolan-2-yl)quinazoline